(E)-2-(3-(2-(4'-chloro-2-methylbiphenyl-3-yl)vinyl)-4-(trifluoromethyl)benzylamino)-3-hydroxy-2-methylpropanoic acid ClC1=CC=C(C=C1)C1=C(C(=CC=C1)/C=C/C=1C=C(CNC(C(=O)O)(CO)C)C=CC1C(F)(F)F)C